6-benzyl-2-(4-phenoxyphenyl)-5,6,7,8-tetrahydro-4H-pyrazolo[1',5':1,2]imidazo[4,5-c]pyridine-3-carboxamide C(C1=CC=CC=C1)N1CC2=C(CC1)N1C(N2)=C(C(=N1)C1=CC=C(C=C1)OC1=CC=CC=C1)C(=O)N